C1(=CC=CC=C1)[Te+2]C1=CC=CC=C1 diphenyltellurium (IV)